(S)-3-(4-fluoro-3'-(trifluoromethoxy)biphenyl-3-yl)-3-(3-(4-hydroxy-1-methyl-2-oxo-1,2-dihydropyridin-3-yl)ureido)propanoic acid FC1=C(C=C(C=C1)C1=CC(=CC=C1)OC(F)(F)F)[C@H](CC(=O)O)NC(=O)NC=1C(N(C=CC1O)C)=O